(1R)-N-(7-chloro-6-(4-((3S,4S)-4-methoxytetrahydrofuran-3-yl)piperazin-1-yl)isoquinolin-3-yl)-6-oxaspiro[2.5]octane-1-carboxamide ClC1=C(C=C2C=C(N=CC2=C1)NC(=O)[C@@H]1CC12CCOCC2)N2CCN(CC2)[C@H]2COC[C@H]2OC